C1(CC1)COC1=C(OC2C3CN(CC2CC3)C=3N=NC(=CC3)C(F)(F)F)C=CC(=C1)C(F)(F)F (8-anti)-8-(2-Cyclopropylmethoxy-4-trifluoromethylphenoxy)-3-(6-trifluoromethylpyridazin-3-yl)-3-azabicyclo[3.2.1]octan